ClC1=CC(=NC=C1C(=O)OC)C(F)(F)F methyl 4-chloro-6-(trifluoromethyl)nicotinate